(R)-3-fluoro-6-(3-methylmorpholino)-4-(1-(methylsulfonyl)cyclopropyl)-N-(1H-pyrazol-5-yl)pyridin-2-amine FC=1C(=NC(=CC1C1(CC1)S(=O)(=O)C)N1[C@@H](COCC1)C)NC1=CC=NN1